NC1=NC=2C=NC(=CC2C2=C1COC2)C(=O)N2[C@H](C[S@](CC2)=O)C2=CC=C(C=C2)C(F)(F)F (4-amino-1,3-dihydrofuro[3,4-c][1,7]naphthyridin-8-yl)((1S,3S)-1-oxido-3-(4-(trifluoromethyl)phenyl)-4-thiomorpholinyl)methanone